4-methyl-3-(methylsulfonyl)-N-((4-phenylpyridin-2-yl)methyl)benzamide CC1=C(C=C(C(=O)NCC2=NC=CC(=C2)C2=CC=CC=C2)C=C1)S(=O)(=O)C